CN1N=CC2=CC(=C(C=C12)OC1=CC=C(C=C1)OCCCN1C(COCC1)=O)C(=O)N 1-methyl-6-[4-[3-(3-oxomorpholin-4-yl)propoxy]phenoxy]indazole-5-carboxamide